Cl.C(C)(C)(C)N1N=NC(=C1)C(=O)NCC1=C(C=C(C=C1)C1=NC=NC=C1N1CC(CCC1)NC)C 1-(tert-butyl)-N-(2-methyl-4-(5-(3-(methylamino)piperidin-1-yl)pyrimidin-4-yl)benzyl)-1H-1,2,3-triazole-4-carboxamide hydrochloride